F[Sb-](F)(F)(F)(F)F.FC1=C(C=CC(=C1)C(C1=CC=CC=C1)=O)SC1=CC=C(C=C1)[S+](C1=CC=C(C=C1)Cl)C1=CC=C(C=C1)Cl 4-(2-fluoro-4-benzoylphenylthio)phenylbis(4-chlorophenyl)sulfonium hexafluoroantimonate